O=C1NC(CCC1C=1C(=NC(=CC1)C#CCNC(C1=NC=C(C=C1)C=1N=CC2=C(C=CC=C2C1)C1=CC(=CC=2NC(C[C@H](NC21)C)=O)CC)=O)C(=O)N)=O (2,6-Dioxopiperidin-3-yl)-6-(3-(5-(8-((R)-8-ethyl-4-methyl-2-oxo-2,3,4,5-tetrahydro-1H-benzo[b][1,4]diazepin-6-yl)isoquinolin-3-yl)picolinamido)prop-1-yn-1-yl)picolinamide